ClC1=NN2C(N=CC3=C2[C@](CN3)(C(F)(F)F)C)=C1 (S)-2-chloro-8-methyl-8-(trifluoromethyl)-7,8-dihydro-6H-pyrazolo[1,5-a]pyrrolo[2,3-e]pyrimidine